azetidinediyl-bis(dodecane-2-ol) N1(C(CC1)CCCCCCCCCCC(C)O)CCCCCCCCCCC(C)O